C(#N)CC(=O)C1=CNC2=CC=CC=C12 3-(cyanoacetyl)indole